ONC(=O)C1=CC2=C(OCC(N2CC2=NC3=CC=CC=C3C=C2)=O)C=C1 N-hydroxy-3-oxo-4-(quinolin-2-ylmethyl)-3,4-dihydro-2H-benzo[b][1,4]oxazine-6-carboxamide